BrC=1C=C2C(OC(C2=CC1)=O)=CN(C)C 5-bromo-3-((dimethylamino)methylene)isobenzofuran-1(3H)-one